ethyl-1H-benzoimidazole-5-carboxylic acid (2-fluoro-ethyl)-amide FCCNC(=O)C1=CC2=C(N(C=N2)CC)C=C1